ClCC(=O)N(S(=O)(=O)C1=CC=CC2=C(C=CC=C12)N(C)C)C1=CC(=CC=C1)C=1N=C(SC1)NC(CCl)=O 2-chloro-N-(3-(2-(2-chloroacetamido)thiazol-4-yl)phenyl)-N-((5-(dimethylamino)naphthalen-1-yl)sulfonyl)acetamide